N1N=CC2=CC(=CC=C12)NC1=NC(=NC(=C1)OCCN(C)C)C=1C=CC2=C(SC(=C2)C(=O)NC2=CN=NC=C2)C1 6-(4-((1H-indazol-5-yl)amino)-6-(2-(dimethylamino)ethoxy)pyrimidin-2-yl)-N-(pyridazin-4-yl)benzo[b]thiophene-2-carboxamide